C(CCCCCCC)OC(CCCCCCC\C=C/CCO)OCCCCCCCC (3Z)-12,12-dioctyloxy-3-dodecen-1-ol